CN1CC2=C(CC1)SC(=N2)C(=O)N 5-methyl-4,5,6,7-tetrahydrothiazolo[4,5-c]pyridine-2-carboxamide